C(C)(C)(C)SSCCCO 3-(t-butyldisulfanyl)propan-1-ol